C(C)NCCCC[C@H](C(=O)OC)C[C@@H](OC)C1=CC=C(C=C1)F methyl (S)-6-(ethylamino)-2-((R)-2-(4-fluorophenyl)-2-methoxyethyl)hexanoate